8-benzyl-6,7,8,9-tetrahydro-5H-pyrimido[4,5-c]azepin-2,4-diol-6-d C(C1=CC=CC=C1)N1CC2=C(CC(C1)[2H])C(=NC(=N2)O)O